[Li+].C(C)(C)[NH3+] isopropylammonium, lithium salt